C(#N)C1=CC(=C(OCC2=CC=CC(=N2)OC2=CC=C(CC3=NC4=C(N3CC3OCC3)C=C(C=C4)C(=O)O)C=C2)C=C1)F 2-(4-((6-((4-cyano-2-fluorophenoxy)methyl)pyridin-2-yl)oxy)benzyl)-1-(oxetan-2-ylmethyl)-1H-benzo[d]imidazole-6-carboxylic acid